tert-butyl N-[3-(difluoromethyl)-1-[5-[4-[4-[(2,6-difluorophenyl)methyl]-5-oxo-1,2,4-triazol-1-yl]-2-fluoro-phenoxy]-4-methyl-thiazol-2-yl]azetidin-3-yl]carbamate FC(C1(CN(C1)C=1SC(=C(N1)C)OC1=C(C=C(C=C1)N1N=CN(C1=O)CC1=C(C=CC=C1F)F)F)NC(OC(C)(C)C)=O)F